BrC1=CC=C(C=C1)C1=C(C#N)C(=CC(=N1)C1CCC(CC1)COC)Cl 2-(4-bromophenyl)-4-chloro-6-((1r,4r)-4-(methoxymethyl)cyclohexyl)nicotinonitrile